C(C)(=O)OC[C@@H]1O[C@@H](CCC1)C1=CC(=C(C2=C1CCO2)Cl)CC2=CC=C(C=C2)C=C (2R,3R,4R,5S,6S)-2-(acetoxymethyl)-6-(7-chloro-6-(4-vinylbenzyl)-2,3-dihydrobenzofuran-4-yl)tetrahydro-2H-pyran